6-(((3R,5S)-5-fluoro-1-methylpiperidin-3-yl)amino)-3-(2-methoxy-4-(trifluoromethyl)phenyl)-4-methyl-1,2,4-triazin-5(4H)-one F[C@H]1C[C@H](CN(C1)C)NC=1C(N(C(=NN1)C1=C(C=C(C=C1)C(F)(F)F)OC)C)=O